C1(CCC1)C=1C=NN(C1)C1=C(C(=O)O)C=C(C=C1)NC(=O)C1(CC1)C1=C(C=C(C=C1)C(F)(F)F)F 2-(4-Cyclobutyl-1H-pyrazol-1-yl)-5-[({1-[2-fluoro-4-(trifluoromethyl)phenyl]cyclopropyl}carbonyl)amino]benzoic acid